NC([C@H](C[C@H]1C(NCC1)=O)NC(=O)[C@H]1N(CC2(C1)CCCC2)C(=O)C=2NC1=CC=CC(=C1C2)OC)=O (S)-N-((S)-1-amino-1-oxo-3-((S)-2-oxopyrrolidin-3-yl)-propan-2-yl)-2-(4-methoxy-1H-indole-2-carbonyl)-2-azaspiro[4.4]nonane-3-carboxamide